(1E)-2-chloroacetaldoxime ClC\C=N\O